(3R,8S,9aR)-8-(2,3-dichloro-6-hydroxyphenyl)-3-[(1R)-1-hydroxyethyl]-hexahydro-2H-pyrido[1,2-a]pyrazine-1,4-dione ClC1=C(C(=CC=C1Cl)O)[C@@H]1C[C@H]2N(C([C@H](NC2=O)[C@@H](C)O)=O)CC1